4-cyano-2-morpholinobenzoic acid C(#N)C1=CC(=C(C(=O)O)C=C1)N1CCOCC1